bis(3-hexylnonyl) 10-(N-(4-(dimethylamino)butyl)-3-(pentyldisulfaneyl) propanamido)nonadecanedioate CN(CCCCN(C(CCSSCCCCC)=O)C(CCCCCCCCC(=O)OCCC(CCCCCC)CCCCCC)CCCCCCCCC(=O)OCCC(CCCCCC)CCCCCC)C